N1N=NC=2C=NC(=CC21)C=2C=CC(=C(C(=O)NC1=CC=C(C=C1)COCC1=CC=CC=C1)C2)F 5-(1H-[1,2,3]triazolo[4,5-c]pyridin-6-yl)-N-(4-((benzyloxy)methyl)phenyl)-2-fluorobenzamide